NC1=NC=CC2=C1C(=C(N2C)C=2C=NC(=CC2C)C#C)C2=CC=C(C=C2)OC2=NC(=CC=C2)C 4-amino-2-(6-ethynyl-4-methylpyridin-3-yl)-1-methyl-3-(4-((6-methylpyridin-2-yl)oxy)phenyl)-1H-pyrrolo[3,2-c]pyridine